C(C)(=O)N1C(\C(\C2=CC=C(C=C12)C(=O)OC)=C(\C1=CC=CC=C1)/O)=O Methyl (Z)-1-acetyl-3-(hydroxy(phenyl)methylene)-2-oxoindoline-6-carboxylate